ClC1=C(C(=C(C=C1OC)OC)Cl)C=1N=C(C2=C(N1)C=NC(=C2)N[C@H]2[C@H](COC2)NC(C=C)=O)NC2COCC2 N-((3R,4S)-4-((2-(2,6-dichloro-3,5-dimethoxyphenyl)-4-((tetrahydrofuran-3-yl)amino)pyrido[3,4-d]pyrimidin-6-yl)amino)tetrahydrofuran-3-yl)acrylamide